COC1=C(C=C(C=C1)OC)NC(=S)N1C[C@@](CC1)(C1=NC=CC=C1)C1=CC(=C(C=C1)C)F (S)-N-(2,5-dimethoxyphenyl)-3-(3-fluoro-4-methylphenyl)-3-(pyridin-2-yl)pyrrolidine-1-carbothioamide